2-[2,2-difluoro-7-(3-pyrrolidin-1-ylpropoxy)-1,3-benzodioxol-5-yl]-N4,6-dimethyl-pyrimidine-2,4-diamine FC1(OC2=C(O1)C(=CC(=C2)C2(NC(=CC(=N2)NC)C)N)OCCCN2CCCC2)F